1-(anthracen-9-ylmethyl)-2-(tert-butyl)disulfane C1=CC=CC2=CC3=CC=CC=C3C(=C12)CSSC(C)(C)C